C(C)(=O)C1=NN(C2=CC=C(C=C12)C=1C=NC(=NC1)C)CC(=O)N1[C@@H](C[C@H](C1)F)C(=O)NC1=NC(=CC(=C1)C(F)(F)F)Br (2S,4R)-1-(2-(3-acetyl-5-(2-methylpyrimidin-5-yl)-1H-indazol-1-yl)acetyl)-N-(6-bromo-4-(trifluoromethyl)pyridin-2-yl)-4-fluoropyrrolidine-2-carboxamide